5-chloro-2-[1,2,3]triazol-2-yl-nicotinic acid ClC=1C=NC(=C(C(=O)O)C1)N1N=CC=N1